1-acetyl-5-methoxy-N-(3-(1-methyl-1H-indazol-5-yl)phenyl)-1H-indole-3-carboxamide C(C)(=O)N1C=C(C2=CC(=CC=C12)OC)C(=O)NC1=CC(=CC=C1)C=1C=C2C=NN(C2=CC1)C